8-((2S,5R)-4-acryloyl-2,5-dimethylpiperazin-1-yl)-10-chloro-11-(5-chloro-2,4-difluorophenyl)-1'-methyl-2H-spiro[[1,4]oxazepino[2,3,4-ij]quinazoline-3,4'-piperidin]-6(4H)-one C(C=C)(=O)N1C[C@@H](N(C[C@H]1C)C1=NC(N2C3=C(C(=C(C=C13)Cl)C1=C(C=C(C(=C1)Cl)F)F)OCC1(CCN(CC1)C)C2)=O)C